methyl ((R)-2-((3-cyano-5-fluorobenzyl) oxy)henicosyl) hydrogen phosphate P(=O)(OC)(OC[C@@H](CCCCCCCCCCCCCCCCCCC)OCC1=CC(=CC(=C1)F)C#N)O